[Cl-].C(C)[N+]1=C(SC2=C1C=CC=C2)C=C(C)O 3-ethyl-2-(2-hydroxy-1-propenyl)benzothiazolium chloride